ClC=1C=C(C=CC1F)C(C=1N(C(=C(N1)SC)C(=O)OC)COCC[Si](C)(C)C)OC(N(C(C)C)C(C)C)=O methyl 2-((3-chloro-4-fluorophenyl)((diisopropylcarbamoyl)oxy)methyl)-4-(methyl-thio)-1-((2-(trimethylsilyl)ethoxy)methyl)-1H-imidazole-5-carboxylate